C(C)(C)NC(=O)C=1N=CNC1 N-isopropyl-1H-imidazole-4-carboxamide